(2-(3-((diphenylmethylene)amino)phenyl)propyl)carbamic acid tert-butyl ester C(C)(C)(C)OC(NCC(C)C1=CC(=CC=C1)N=C(C1=CC=CC=C1)C1=CC=CC=C1)=O